tert-butyl (4-(difluoromethoxy)-5-fluoropyridin-2-yl)carbamate FC(OC1=CC(=NC=C1F)NC(OC(C)(C)C)=O)F